C[Si](C)(C)[N-][Si](C)(C)C Di-(trismethylsilyl)amide